C1([C@@H](O)[C@H](O)[C@H](O)[C@@H](O1)CO)[C@]([C@@H]([C@H](C=O)O)O)(O)[C@H](O)CO 4-L-galactosyl-galactose